3-(N-(4-bromophenyl)sulfamoyl)-N-((1-(dimethylamino)cyclohexyl)methyl)benzamide BrC1=CC=C(C=C1)NS(=O)(=O)C=1C=C(C(=O)NCC2(CCCCC2)N(C)C)C=CC1